COC(=O)C1=NC(=C(N=C1)N[C@H]1CN(CC1)C)C(=C)C1=CC=C(C=C1)F (R)-6-(1-(4-fluorophenyl)vinyl)-5-((1-methylpyrrolidin-3-yl)amino)pyrazine-2-carboxylic acid methyl ester